ClC=1C=C(C=C(C1)F)NC(NC1=C(C(=O)NC)C=CC(=C1)OC)=O 2-[3-(3-chloro-5-fluorophenyl)ureido]-4-methoxy-N-methylbenzamide